(4S,7S)-1-(4-(2,5-dioxo-2,5-dihydro-1H-pyrrol-1-yl)phenyl)-4-isopropyl-2,5,8-trioxo-7-(3-ureidopropyl)-12,15,18,21,24,27-hexaoxa-3,6,9-triazatriacontane-30-oic acid O=C1N(C(C=C1)=O)C1=CC=C(C=C1)CC(N[C@H](C(N[C@H](C(NCCOCCOCCOCCOCCOCCOCCC(=O)O)=O)CCCNC(=O)N)=O)C(C)C)=O